FC1=CC=C(C=C1)C1=CN=C(S1)NC1=CC2=C(C=N1)N=CN2CCNC(=O)[C@H]2N(C[C@@H](C2)O)C(=O)OC(C)(C)C tert-butyl (2S,4R)-2-[2-[6-[[5-(4-fluorophenyl)thiazol-2-yl]amino]imidazo[4,5-c]pyridin-1-yl]ethylcarbamoyl]-4-hydroxypyrrolidine-1-carboxylate